BrC1=CC=C(C(=N1)COC[C@H]1CN(CCN1CC1=CC=C(C=C1)OC)C(=O)OC(C)(C)C)F |r| tert-Butyl (±)-3-(((6-bromo-3-fluoropyridin-2-yl)methoxy)methyl)-4-(4-methoxybenzyl)piperazine-1-carboxylate